COC=1C=CC=C2C(=CC=NC12)SC=1N=CC(=NC1)N1CCC2([C@@H](C=3N(N=CC3)C2)N)CC1 (S)-1-(5-((8-methoxyquinolin-4-yl)thio)pyrazin-2-yl)-4'H,6'H-spiro[piperidine-4,5'-pyrrolo[1,2-b]pyrazol]-4'-amine